racemic-tert-butyl (2S,3S)-3-[(1-fluorocyclopropyl)sulfonylamino]-2-[[2-fluoro-3-(4,4,5,5-tetramethyl-1,3,2-dioxaborolan-2-yl)phenyl]methyl]piperidine-1-carboxylate FC1(CC1)S(=O)(=O)N[C@@H]1[C@@H](N(CCC1)C(=O)OC(C)(C)C)CC1=C(C(=CC=C1)B1OC(C(O1)(C)C)(C)C)F |r|